C[C@@H]1CN(C[C@H](N1)C)C1=CC=C(C=C1)C(F)(F)F (3R,5R)-3,5-dimethyl-1-[4-(trifluoromethyl)phenyl]piperazine